C(C)(C)(C)[C@@H]1CN(C(S1)=S)C(C[C@H](CC[C@]1(OC(O[C@H]1C=C)C1=CC=C(C=C1)OC)C)O)=O (3s)-1-((R)-5-(tert-Butyl)-2-thioxothiazolidin-3-yl)-3-hydroxy-5-((4R,5S)-2-(4-methoxyphenyl)-4-methyl-5-vinyl-1,3-dioxolan-4-yl)pentan-1-one